ClC1=NC(=C2C(=N1)N(N=C2)[C@@H]2O[C@@H](C([C@H]2O)=C)CO)N2CC[Si](CC2)(C)C (2R,3R,5S)-2-(6-chloro-4-(4,4-dimethyl-1,4-azasilinan-1-yl)-1H-pyrazolo[3,4-d]pyrimidin-1-yl)-5-(hydroxymethyl)-4-methylenetetrahydrofuran-3-ol